C1(=CC=CC=C1)C1=C2C(=NO1)C=CC(=C2)[C@H]2[C@@H](C2)C(=O)OCC Ethyl (1R,2R)-2-(3-phenylbenzo[c]isoxazol-5-yl)cyclopropane-1-carboxylate